FC1=C(C2=C(OC3(CC3)CN2C(F)(F)F)C(=C1)C#N)C 6-fluoro-5-methyl-4-(trifluoromethyl)-3,4-dihydrospiro[benzo[b][1,4]oxazine-2,1'-cyclopropane]-8-carbonitrile